1-(3-(aminomethyl)phenyl)-N-(2-fluoro-5-phenoxyphenyl)-3-(trifluoromethyl)-1H-pyrazole-5-carboxamide NCC=1C=C(C=CC1)N1N=C(C=C1C(=O)NC1=C(C=CC(=C1)OC1=CC=CC=C1)F)C(F)(F)F